FC=1C=C(C=C(C1)F)N1C=C(C=2C(CCCC12)O)C(F)(F)F (3,5-difluorophenyl)-3-(trifluoromethyl)-4,5,6,7-tetrahydro-1H-indol-4-ol